7-phenoxy-2,3-dihydro-1H-cyclopenta[b]quinolin-9(4H)-one O(C1=CC=CC=C1)C1=CC=2C(C3=C(NC2C=C1)CCC3)=O